C1(=CC=CC2=CC=CC=C12)CC1=NN(C2=NC=NC(=C21)N)CC#C 3-(naphthalen-1-ylmethyl)-1-(prop-2-ynyl)-1H-pyrazolo[3,4-d]pyrimidin-4-amine